S1C(=NC2=C1C=CC=C2)OC2=C(C=C(C=C2)CCC(CC)N)OC 1-[4-(1,3-benzothiazol-2-yloxy)-3-methoxyphenyl]pentan-3-amine